NC1=CC(=NC=C1)[C@H](C)NC(=O)C1=CC2=CC=CC(=C2C=C1)C1=CC=C(C=C1)C(F)(F)F (S)-N-(1-(4-aminopyridin-2-yl)ethyl)-5-(4-(trifluoromethyl)phenyl)-2-naphthamide